[C-]#N.[Mg+2].[K+].[C-]#N.[C-]#N potassium magnesium cyanide